Ethyl 2-((4-((R)-4-(3-bromophenyl)-3-methylpiperazine-1-carbonyl)-2-nitrophenyl)sulfinyl)acetate BrC=1C=C(C=CC1)N1[C@@H](CN(CC1)C(=O)C1=CC(=C(C=C1)S(=O)CC(=O)OCC)[N+](=O)[O-])C